F[C@H](CN1N=NC(=C1)C(=O)NC)CCC=1N=NC(=CC1)NC(CC1=NC=CC(=C1)C(F)(F)F)=O (S)-1-(2-fluoro-4-(6-(2-(4-(trifluoromethyl)pyridin-2-yl)acetamido)pyridazin-3-yl)butyl)-N-methyl-1H-1,2,3-triazole-4-carboxamide